6-(4-methoxynaphthyl)-1,3,5-triazine COC1=CC=C(C2=CC=CC=C12)C1=NC=NC=N1